4,4'-((4-(methoxycarbonyl)pyridine-2,6-diyl)bis(1H-1,2,3-triazole-4,1-diyl))bis(2-hydroxybenzoic Acid) COC(=O)C1=CC(=NC(=C1)C=1N=NN(C1)C1=CC(=C(C(=O)O)C=C1)O)C=1N=NN(C1)C1=CC(=C(C(=O)O)C=C1)O